O1C(=NN=C1)CC1=CC=C(CN2C(NC3=C2C=CC=C3)=O)C=C1 1-(4-((1,3,4-oxadiazol-2-yl)methyl)benzyl)-1,3-dihydro-2H-benzo[d]Imidazol-2-one